2,3,6,7,10,11-hexamethoxybenzophenanthrene COC=1C=C2C=3C=C(C(=CC3C3=C(C2=CC1OC)C=C(C(=C3)OC)OC)OC)OC